5-fluoro-4-[5-[2-(1-methylpyrrolidin-2-yl)ethynyl]-3,4-dihydro-2H-quinolin-1-yl]-1-(trideuteriomethyl)quinazolin-2-one FC1=C2C(=NC(N(C2=CC=C1)C([2H])([2H])[2H])=O)N1CCCC2=C(C=CC=C12)C#CC1N(CCC1)C